3-(6-(4-((3,9-diazaspiro[5.5]undecan-3-yl)methyl)piperidin-1-yl)-7-fluoro-1-methyl-1H-indazol-3-yl)piperidine-2,6-dione C1CN(CCC12CCNCC2)CC2CCN(CC2)C2=CC=C1C(=NN(C1=C2F)C)C2C(NC(CC2)=O)=O